(4S)-5-(4-Aminophenyl)-4-{[(tert-butoxy)carbonyl]amino}-2,2-dimethylpentanoic acid NC1=CC=C(C=C1)C[C@@H](CC(C(=O)O)(C)C)NC(=O)OC(C)(C)C